C(CCCCCCCCCCCCCCC(C)C)(=O)NCCCCN(C)C Isostearamidopropyl-methyl-dimethylamine